N-{[2,5-dioxo-4-(1,3-thiazol-2-yl)imidazolidin-4-yl]methyl}-4'-methyl[biphenyl]-2-carboxamide O=C1NC(C(N1)(C=1SC=CN1)CNC(=O)C=1C(=CC=CC1)C1=CC=C(C=C1)C)=O